4-naphthoquinone dioxime C1(C=CC(C2=CC=CC=C12)=NO)=NO